4-(4-(3-(6-(4-isopropyl-4H-1,2,4-triazol-3-yl)pyridin-2-yl)-2-oxoimidazolidin-1-yl)phenyl)-N-methylpiperazine-1-carboxamide C(C)(C)N1C(=NN=C1)C1=CC=CC(=N1)N1C(N(CC1)C1=CC=C(C=C1)N1CCN(CC1)C(=O)NC)=O